C1(CC1)C1=NC(=CC(=C1)OCC1=CC=C(C=C1)[C@@H](C)[C@]1(C(N(C(C1)=O)C(C1=CC=CC=C1)(C1=CC=CC=C1)C1=CC=CC=C1)=O)C)C (3S)-3-[(1R)-1-[4-[(2-cyclopropyl-6-methyl-4-pyridinyl)oxymethyl]phenyl]ethyl]-3-methyl-1-trityl-pyrrolidine-2,5-dione